1-[2-chloro-4-[[5-(2,3-difluoro-4-methoxy-phenyl)-1-methyl-imidazole-2-carbonyl]amino]benzoyl]-N-[(3R,4R)-4-hydroxypyrrolidin-3-yl]piperidine-4-carboxamide formate C(=O)O.ClC1=C(C(=O)N2CCC(CC2)C(=O)N[C@@H]2CNC[C@H]2O)C=CC(=C1)NC(=O)C=1N(C(=CN1)C1=C(C(=C(C=C1)OC)F)F)C